CC1=C(C(=CC(=C1)Br)C)NC(CC(C)(C)C)=O N-(2,6-dimethyl-4-bromophenyl)-3,3-dimethylbutyramide